O=C1NC(CCC1N1C(C2=CC=C(C=C2C1)CNC(C(=O)C=1SC(=CC1)C(C)C)=O)=O)=O N-((2-(2,6-dioxopiperidin-3-yl)-1-oxoisoindolin-5-yl)methyl)-2-(5-isopropylthiophen-2-yl)-2-oxoacetamide